ClC1=CC=C2C=CN=C(C2=C1)NC1=CC=C(C=C1)S(=O)(=O)NC1=CC=CC=2N(N=NC21)C 4-((7-chloroisoquinolin-1-yl)amino)-N-(1-methyl-1H-benzo[d][1,2,3]triazol-4-yl)benzenesulfonamide